Cl.CN(C)CCCN=C=NCC dimethylaminopropylethyl-carbodiimide hydrochloride